C(C1=CC=CC=C1)N1CCC(CC1)CCNC(=O)N1[C@@H](CN(C[C@H]1C)C1=NC=C(C=N1)OC(F)F)C (2R,6R)-N-[2-(1-benzylpiperidin-4-yl)ethyl]-4-[5-(difluoromethoxy)pyrimidin-2-yl]-2,6-dimethylpiperazine-1-carboxamide